3,5-dichloro-N-(6-(2,2-diphenylethyl)-6-azaspiro[2.5]oct-1-yl)benzamide ClC=1C=C(C(=O)NC2CC23CCN(CC3)CC(C3=CC=CC=C3)C3=CC=CC=C3)C=C(C1)Cl